(1R,2S,5S)-N-[cyano(tetrahydrofuran-3-yl)methyl]-3-[(2S)-3,3-dimethyl-2-[(2,2,2-trifluoroacetyl)amino]butanoyl]-6,6-dimethyl-3-azabicyclo[3.1.0]hexane-2-carboxamide C(#N)C(NC(=O)[C@@H]1[C@H]2C([C@H]2CN1C([C@H](C(C)(C)C)NC(C(F)(F)F)=O)=O)(C)C)C1COCC1